N(=NC(C)(C)C)C(C)(C)C 2,2'-azobisisobutane